FC1=CC=C2C(=N1)OC(C2)(C)CO (6-fluoro-2-methyl-2,3-dihydrofuro[2,3-b]pyridin-2-yl)methanol